C(C)N1N=CC=2CCCN(C([C@H]3NC[C@@H](NC4=CC=CC(NC12)=N4)C3)=O)C (3S,6S)-15-ethyl-8-methyl-2,5,8,14,15,17,22-heptazatetracyclo[16.3.1.13,6.012,16]tricosa-1(21),12(16),13,18(22),19-pentaen-7-one